(3R,5R,8R,9R,10S,13S,14S,15S,E)-15-Cyclopropyl-17-ethylidene-3,13-dimethylhexadecahydro-1H-cyclopenta[a]phenanthren C1(CC1)[C@H]1[C@H]2[C@@H]3CC[C@@H]4C[C@@H](CC[C@@H]4[C@H]3CC[C@@]2(/C(/C1)=C/C)C)C